1-(3-chloro-4-fluorophenyl)thiourea ClC=1C=C(C=CC1F)NC(=S)N